tert-butyl 7-{1H,2H,3H-benzo[b]pyrrolizine-9-amido}-3-oxa-9-azabicyclo[3.3.1]nonane-9-carboxylate C1CCN2C3=C(C(=C12)C(=O)NC1CC2COCC(C1)N2C(=O)OC(C)(C)C)C=CC=C3